C(C)(=O)NC1CCC(CC1)NC(=O)C1=C(C=2N(N=C1)C=C(C2)C=2C=NC(=CC2C)F)NC(C)C N-((1r,4r)-4-acetamidocyclohexyl)-6-(6-fluoro-4-methylpyridin-3-yl)-4-(isopropylamino)pyrrolo[1,2-b]pyridazine-3-carboxamide